2-methacrylamidoethyl phosphate P(=O)(OCCNC(C(=C)C)=O)([O-])[O-]